C(C1=CC=CC=C1)C1N(C(OC1)=O)C(C=CC=1SC=CC1)=O 4-benzyl-3-(3-(thiophen-2-yl)propenoyl)oxazolidin-2-one